ClC1=C(C=CC=C1)[S+](C1=CC=CC=C1)C1=CC=CC=C1 (chlorophenyl)diphenyl-sulfonium